4-{3-[4-(2-azidoacetyl)piperazin-1-yl]prop-1-yn-1-yl}-2-(2,6-dioxopiperidin-3-yl)-2,3-dihydro-1H-isoindole-1,3-dione N(=[N+]=[N-])CC(=O)N1CCN(CC1)CC#CC1=C2C(N(C(C2=CC=C1)=O)C1C(NC(CC1)=O)=O)=O